CC1=CN=C(S1)N1N=CC(=C1)CC(=O)OCC ethyl 2-[1-(5-methyl-1,3-thiazol-2-yl)-1H-pyrazol-4-yl]acetate